C(#N)CC\C=N\[S@](=O)C(C)(C)C (R,E)-N-(3-cyanopropylidene)-2-methylpropane-2-sulfinamide